N[C@H]1C[C@@H]([C@H](CC1)O)F (1S,2S,4R)-4-amino-2-fluorocyclohexanol